2-methyl-2-hydroxycarbonylbicyclo[2.2.1]Hept-5-ene CC1(C2C=CC(C1)C2)C(=O)O